COC=1C=C2CCNCC2=CC1NC1=NC2=CC(=CC=C2C=N1)C=1C=C(C=NC1)NS(=O)(=O)C N-(5-{2-[(6-methoxy-1,2,3,4-tetrahydroisoquinolin-7-yl)amino]quinazolin-7-yl}pyridin-3-yl)methanesulfonamide